2-(2-chloro-3',5'-difluoro-[1,1'-biphenyl]-3-yl)-N-((1R,6S)-2,2-difluoro-6-((1-isopropylpiperidin-4-yl)oxy)cyclohexyl)acetamide ClC1=C(C=CC=C1CC(=O)N[C@H]1C(CCC[C@@H]1OC1CCN(CC1)C(C)C)(F)F)C1=CC(=CC(=C1)F)F